ethyl (2S)-2-amino-4-phenylbutyrate hydrochloride Cl.N[C@H](C(=O)OCC)CCC1=CC=CC=C1